N1(CCCCC1)C(C(=O)[O-])CCC (piperidin-1-yl)pentanoate